3-benzyl-6H-imidazo[1',2':1,6]pyrido[3,4-b]indole C(C1=CC=CC=C1)C1=CN=C2C=C3C(NC=4C=CC=CC34)=CN21